4-((5-chloro-7-(2-((3-ethyl-2,6-dioxo-5-(trifluoromethyl)-3,6-dihydropyrimidin-1(2H)-yl)methyl)thieno[3,2-b]pyridin-7-yl)-1H-indol-1-yl)methyl)piperidine-4-carbonitrile ClC=1C=C2C=CN(C2=C(C1)C1=C2C(=NC=C1)C=C(S2)CN2C(N(C=C(C2=O)C(F)(F)F)CC)=O)CC2(CCNCC2)C#N